4-(cyclopropylmethoxy)-1-(oxetan-2-ylmethyl)-1H-benzo[d]imidazole-6-carboxylic acid C1(CC1)COC1=CC(=CC=2N(C=NC21)CC2OCC2)C(=O)O